(5-amino-2-morpholinophenoxy)heptan-1-ol NC=1C=CC(=C(OC(CCCCCC)O)C1)N1CCOCC1